7,9-bis(4-(difluoromethoxy)phenyl)-3-methyl-2-((2,2,2-trifluoroethyl)amino)-8H-pyrido[1,2-a]pyrimidin-8-one FC(OC1=CC=C(C=C1)C=1C(C(=C2N(C=C(C(=N2)NCC(F)(F)F)C)C1)C1=CC=C(C=C1)OC(F)F)=O)F